N-Benzoyl-L-Arginin C(C1=CC=CC=C1)(=O)N[C@@H](CCCNC(N)=N)C(=O)O